4-[(6S)-2,2-difluoro-7-[(5-methoxy-7-methyl-1H-indol-4-yl)methyl]-7-azaspiro[3.5]nonan-6-yl]-3-[(oxetan-3-ylmethyl)amino]benzoic acid FC1(CC2(C1)C[C@H](N(CC2)CC2=C1C=CNC1=C(C=C2OC)C)C2=C(C=C(C(=O)O)C=C2)NCC2COC2)F